NC=1N=NC(=CC1OC(C)C=1C=C(CN2CCN(CC2)C(=O)OC(C)(C)C)C=CC1)Cl tert-butyl 4-(3-(1-((3-amino-6-chloropyridazin-4-yl)oxy)ethyl)benzyl)piperazine-1-carboxylate